(S)-3-((3-((1-((benzyloxy)carbonyl)pyrroline-3-yl)oxy)-3-oxopropyl)amino)-7-(trifluoromethoxy)benzo[e][1,2,4]triazine-1-oxide C(C1=CC=CC=C1)OC(=O)N1C=C(CC1)OC(CCNC=1N=[N+](C2=C(N1)C=CC(=C2)OC(F)(F)F)[O-])=O